4-(trisFluoromethyl)pyridazin-3(2H)-one FC(C=1C(NN=CC1)=O)(F)F